C(CC(C(C)O)O)O 1,3,4-pentanetriol